(2R,3S,5S)-4-[[3-(3,4-Difluoro-2-methoxy-phenyl)-4,5,5-trimethyl-tetrahydrofuran-2-carbonyl]amino]pyridin-2-carboxamid FC=1C(=C(C=CC1F)[C@H]1[C@@H](OC(C1C)(C)C)C(=O)NC1=CC(=NC=C1)C(=O)N)OC